BrC=1C(=CC=2N(C1)C=C(N2)N2CCN(CC2)C(C(F)(F)F)=O)OC(C)C 1-(4-(6-bromo-7-isopropoxyimidazo[1,2-a]pyridin-2-yl)piperazin-1-yl)-2,2,2-trifluoroethanone